C1(CC1)C(C1=NN=NN1CC(F)(F)F)N1N=C(C(=C1)[N+](=O)[O-])F 5-[cyclopropyl-(3-fluoro-4-nitro-pyrazol-1-yl)methyl]-1-(2,2,2-trifluoroethyl)tetrazole